FC=1C=C2C(=CNC2=CC1F)C=O 5,6-DIFLUOROINDOLE-3-CARBOXALDEHYDE